ClC1=NC=C(C=C1)C(C)(C)C 2-chloro-5-tert-butyl-pyridine